Cl.NC1(C(C(CCC1)O)=O)C1=C(C(=CC(=C1)F)F)F 2-amino-6-hydroxy-2-(2,3,5-trifluorophenyl)cyclohexan-1-one hydrochloride